C(CCC)C1=NC2(C(N1CC1=C3COCC3=C(C=C1)B1OC(C(O1)(C)C)(C)C)=O)CCCC2.[Ar] argon butyl-3-((7-(4,4,5,5-tetramethyl-1,3,2-dioxaborolan-2-yl)-1,3-dihydroisobenzofuran-4-yl)methyl)-1,3-diazaspiro[4.4]non-1-en-4-one